calcium pyrogallol C1(O)=C(O)C(O)=CC=C1.[Ca]